C(C)(=O)N1CC[C@@H]2N(C([C@H](C1)NC(=O)OC(C)(C)C)=O)[C@@H](CC2)C(=O)O (5S,8S,10aR)-3-acetyl-5-((tert-butoxycarbonyl)amino)-6-oxodecahydropyrrolo[1,2-a][1,5]diazocine-8-carboxylic Acid